N(=[N+]=[N-])CCCCCCCCN(C(OC(C)(C)C)=O)C tert-butyl N-(8-azidooctyl)-N-methyl-carbamate